(2S,4R)-tert-Butyl 2-(4-hydroxyphenyl)-4-methylpiperidine-1-carboxylate OC1=CC=C(C=C1)[C@H]1N(CC[C@H](C1)C)C(=O)OC(C)(C)C